N1=C(C=NC2=CC=CC=C12)C(=O)NC1=C(C=CC=C1)C=1N=C2SC=C(N2C1)CN1CCN(CC1)CCC(=O)O 3-[4-(6-[2-(quinoxaline-2-amido)phenyl]imidazo[2,1-b][1,3]thiazol-3-ylmethyl)piperazin-1-yl]propanoic acid